COC1CC(C1)C(=O)NC1=CC(=C(C=C1)C)OC=1C=NC(=NC1)N1CCOCC1 3-methoxy-N-(4-methyl-3-((2-morpholinopyrimidin-5-yl)oxy)phenyl)cyclobutane-1-carboxamide